methyl 8-oxo-6,7-dihydro-5H-quinoline-7-carboxylate O=C1C(CCC=2C=CC=NC12)C(=O)OC